6-[1-(trifluoromethyl)cyclopropyl]-1,2-dihydro-quinoline-3-carbonitrile FC(C1(CC1)C=1C=C2C=C(CNC2=CC1)C#N)(F)F